6-(4-methylpiperidin-1-yl)pyridin-3-amine CC1CCN(CC1)C1=CC=C(C=N1)N